3-[5-Methoxy-3-methyl-2-oxo-4-[3-(piperazin-1-ylmethyl)azetidin-1-yl]benzimidazol-1-yl]piperidine-2,6-dione COC1=C(C2=C(N(C(N2C)=O)C2C(NC(CC2)=O)=O)C=C1)N1CC(C1)CN1CCNCC1